6-[1-[1-[2-Cyano-4-methyl-pent-2-enoyl]-4-piperidyl]-5-methyl-pyrazol-4-yl]-4-methoxy-pyrazolo[1,5-a]pyridine-3-carbonitrile C(#N)C(C(=O)N1CCC(CC1)N1N=CC(=C1C)C=1C=C(C=2N(C1)N=CC2C#N)OC)=CC(C)C